NC1=NC=2C=C(C=CC2C2=C1N=C(N2CC(CO)(CO)C)COCC)CCCN2CCNCC2 2-((4-amino-2-(ethoxymethyl)-7-(3-(piperazin-1-yl)propyl)-1H-imidazo[4,5-c]quinolin-1-yl)methyl)-2-methylpropane-1,3-diol